C(C)(C)(C)S(=O)(=O)C=1C=C2C(=CC=NC2=CC1OC)OC1=CC(=C(C=C1)CC(=O)O)F 2-(4-((6-(tert-butylsulfonyl)-7-methoxyquinolin-4-yl)oxy)-2-fluorophenyl)acetic acid